CC1(NCCC(C1)C=1SC2=C(N1)C=CC(=C2)C2=CC1=CN(N=C1C=C2)C)C 2-(2,2-Dimethylpiperidin-4-yl)-6-(2-methyl-2H-indazol-5-yl)-1,3-benzothiazol